NC=1SC2=C(N1)C=CC=C2O 2-aminobenzo[d]thiazol-7-ol